Cl.C1NCC12NC(OCC2)=O 7-oxa-2,5-diazaspiro[3.5]nonan-6-one hydrochloride